4'-cyclopropyl-6'-methoxy-N-(1-(4-(1-methyl-4-(trifluoromethyl)-1H-imidazol-2-yl)phenyl)cyclopropyl)-5-nitro-[2,5'-bipyrimidin]-4-amine C1(CC1)C1=NC=NC(=C1C1=NC=C(C(=N1)NC1(CC1)C1=CC=C(C=C1)C=1N(C=C(N1)C(F)(F)F)C)[N+](=O)[O-])OC